ClC1=C(C(=O)N2COC3=C(C2)C=CC=C3C3=CC(=C(C(=O)OC)C=C3F)OS(=O)(=O)C(F)(F)F)C(=CC(=C1)F)Cl methyl 4-[3-(2,6-dichloro-4-fluorobenzoyl)-2,4-dihydro-1,3-benzoxazin-8-yl]-5-fluoro-2-(trifluoromethylsulfonyloxy)benzoate